3-cyclobutyl-1-{2-methanesulfonyl-5-[2-(triisopropylsilyl)ethynyl]pyrido[2,3-d]pyrimidin-7-yl}urea C1(CCC1)NC(NC=1C=C(C2=C(N=C(N=C2)S(=O)(=O)C)N1)C#C[Si](C(C)C)(C(C)C)C(C)C)=O